ClC=1C(=CC(=NC1)NC1CCCCC1)C=1C=C2N(C[C@@H](N(C2=O)CC2=C(C=CC(=C2)F)CO)COC)C1 (R)-7-(5-chloro-2-(cyclohexylamino)pyridin-4-yl)-2-(5-fluoro-2-(hydroxymethyl)benzyl)-3-(methoxymethyl)-3,4-dihydropyrrolo[1,2-a]pyrazin-1(2H)-one